C[C@@H](CCC(=O)OCC)[C@H](C=C)C Ethyl (4S,5S)-4,5-dimethyl-hept-6-enoate